8-((1R,4R)-2-oxa-5-azabicyclo[2.2.1]heptan-5-yl)-4-(((R)-1-(3-(difluoromethyl)-2-fluorophenyl)ethyl)amino)-6-(1-(fluoromethyl)cyclopropyl)-2-methylpyrido[4,3-d]pyrimidine-7(6H)-one [C@H]12OC[C@H](N(C1)C=1C(N(C=C3C1N=C(N=C3N[C@H](C)C3=C(C(=CC=C3)C(F)F)F)C)C3(CC3)CF)=O)C2